C(CCC)OC=1OC2=CC=C(C=C2C(C1CCC)=O)I 2-butoxy-6-iodo-3-propylchromene-4-one